COCC1=NN(C(=C1)C(=O)O)C 3-(Methoxymethyl)-1-methyl-1H-pyrazole-5-carboxylic acid